4-ethylpyridin-2-one C(C)C1=CC(NC=C1)=O